S1CCNC=C1C(=O)N 3,4-dihydro-2H-1,4-thiazine-6-carboxamide